3-(diisopropylamino-1-phenylpropyl)-4-hydroxymethylphenyl isobutyrate C(C(C)C)(=O)OC1=CC(=C(C=C1)CO)C(CCN(C(C)C)C(C)C)C1=CC=CC=C1